C=1(C(=CC=CC1)C(=O)NCC1=NOC(C1)(C(=O)OC)CC1=CC=CC=C1)C1=CC=CC=C1 Methyl 3-([1,1'-biphenyl]-2-carboxamidomethyl)-5-benzyl-4,5-dihydroisoxazole-5-carboxylate